[R]-3-fluoropyrrolidine hydrochloride Cl.F[C@H]1CNCC1